C(C)(C)(C)OC(=O)N/C(=N/C(=O)OC(C)(C)C)/NC1=CC=C(C(=O)OC=2C=3N(C(=CC2)CCC(=O)OC(C)(C)C)N=CN3)C=C1 5-[3-(tert-butoxy)-3-oxopropyl]-[1,2,4]triazolo[1,5-a]pyridin-8-yl 4-{[(1E)-{[(tert-butoxy)carbonyl]amino}({[(tert-butoxy)carbonyl]imino})methyl]amino}benzoate